fluoro-2,3-dihydro-1H-inden-1-one FC1C(C2=CC=CC=C2C1)=O